5-(5,6-dimethoxypyrazin-2-yl)phenol COC=1N=CC(=NC1OC)C=1C=CC=C(C1)O